(E)-9-Bromononyl-3-propyl undecenoate C(\C=C\CCCCCCCC)(=O)OCCCCCCCCCCCCBr